ethyl valerimidate hydrochloride Cl.C(CCCC)(OCC)=N